ClC1=CC=C(C=C1)CC(=O)N1CC=C(CC1)C=1C=C(C=NC1)OCC1=CC=CC=C1 5-(1-(2-(4-chlorophenyl)acetyl)-1,2,5,6-tetrahydropyridin-4-yl)-3-benzyloxy-pyridine